[N+](=[N-])(O)O diazo alcohol